6-iodo-1,2,3,4-tetrahydronaphthalene IC=1C=C2CCCCC2=CC1